NC1=C2C(=NC=N1)N(N=C2C=2NC1=CC(=CC=C1C2Cl)C(=O)NCCC(F)(F)F)C(C)(C)C 2-{4-Amino-1-tert-butyl-1H-pyrazolo[3,4-d]pyrimidin-3-yl}-3-chloro-N-(3,3,3-trifluoropropyl)-1H-indole-6-carboxamide